4-[5-(trifluoromethyl)-1,2,4-oxadiazol-3-yl]benzoylhydrazine hydrochloride Cl.FC(C1=NC(=NO1)C1=CC=C(C(=O)NN)C=C1)(F)F